8-(3-(2-(dimethylamino)ethoxy)phenyl)-N-(4-morpholinylphenyl)quinazolin-2-amine CN(CCOC=1C=C(C=CC1)C=1C=CC=C2C=NC(=NC12)NC1=CC=C(C=C1)N1CCOCC1)C